2-(2,6-diazabicyclo[3.2.0]heptan-6-yl)-3-methoxy-6-nitrobenzonitrile TFA Salt OC(=O)C(F)(F)F.C12NCCC2N(C1)C1=C(C#N)C(=CC=C1OC)[N+](=O)[O-]